6-(6-fluoro-2-(((3S,4S)-3-fluoro-1-(oxetan-3-yl)piperidin-4-yl)amino)-4-methoxypyrrolo[2,1-f][1,2,4]triazin-5-yl)-N-methylimidazo[1,2-a]pyrimidine-3-carboxamide FC=1C(=C2C(=NC(=NN2C1)N[C@@H]1[C@H](CN(CC1)C1COC1)F)OC)C=1C=NC=2N(C1)C(=CN2)C(=O)NC